O1C(=NC2=C1C=CC=C2)CN2N=C(C=CC2=O)C2=CC=C(C=C2)OC(F)F 2-(benzo[d]oxazol-2-ylmethyl)-6-(4-(difluoromethoxy)phenyl)-pyridazin-3(2H)-one